C(C)(C)(C)C1=CN=C(O1)CSC1=CN=C(S1)NC(=O)C1CCN(CC1)CC1=C(C=CC=C1)N1C(NC(CC1)=O)=O N-(5-(((5-(tert-butyl)oxazol-2-yl)methyl)thio)thiazol-2-yl)-1-(2-(2,4-dioxotetrahydropyrimidin-1(2H)-yl)benzyl)piperidine-4-carboxamide